1-nonylazetidin-2-one C(CCCCCCCC)N1C(CC1)=O